C(C1=CC=CC=C1)N(C(=O)NCC1=CC=C(C=C1)C)CC1=CC=CC=C1 1,1-dibenzyl-3-(4-methylbenzyl)urea